propionate dihydrate O.O.C(CC)(=O)O